(4-fluorophenyl)(2-((4-(4-methylpiperazin-1-yl)phenyl)amino)-4-((1-(methylsulfonyl)piperidin-4-yl)amino)-7H-pyrrolo[2,3-d]pyrimidin-5-yl)methanone FC1=CC=C(C=C1)C(=O)C1=CNC=2N=C(N=C(C21)NC2CCN(CC2)S(=O)(=O)C)NC2=CC=C(C=C2)N2CCN(CC2)C